exo-3,6-epoxy-3,6-dimethyl-1,2,3,6-tetrahydrophthalimide CC12C3C(C(=O)NC3=O)C(C=C1)(O2)C